NC=1C=C(C=C(C1)C(F)(F)F)[C@@H](C#C)NC1=NC=NC2=CC(=C(C=C12)C[C@H]1COCC1)OC N-((R)-1-(3-amino-5-(trifluoromethyl)phenyl)prop-2-yn-1-yl)-7-methoxy-6-(((R)-tetrahydrofuran-3-yl)methyl)quinazolin-4-amine